FC=1C=C(C#N)C=C(C1)[C@H]1N(OCC1)C(=O)[C@@H]1CC[C@H](CC1)CN1C(=NC2=C1C=CC(=C2)F)C trans-3-fluoro-5-((S)-2-(4-((5-fluoro-2-methyl-1H-benzo[d]imidazol-1-yl)methyl)cyclohexane-1-carbonyl)isoxazolidin-3-yl)benzonitrile